C(C)(C)(C)OC(=O)N1C[C@@H](CCC1)NC1=NN=C(C2=CC=CC=C12)C1=C(C=C(C=C1)C)C(F)F (R)-3-((4-(2-(difluoromethyl)-4-methylphenyl)phthalazin-1-yl)amino)piperidine-1-carboxylic acid tert-butyl ester